BrC=1C=C(C2=C(CCO2)C1)OC 5-bromo-7-methoxy-2,3-dihydrobenzofuran